4-chloro-N-(4,4-dimethylcyclohexyl)-6-methyl-1H-pyrrolo[2,3-b]pyridine-2-carboxamide ClC1=C2C(=NC(=C1)C)NC(=C2)C(=O)NC2CCC(CC2)(C)C